CC1(CCN(CC1)C1=CC=C(C(=N1)C)NC1CC2(C1)CC(C2)N)C N2-(6-(4,4-dimethylpiperidin-1-yl)-2-methylpyridin-3-yl)spiro[3.3]heptane-2,6-diamine